C1(=CC=CC=C1)OC=1C(C(=O)O)=CC=CC1.C(C=1C(O)=CC=CC1)(=O)OCCCC n-butyl (salicylate) phenyl-(salicylate)